ClC1=CC(=NC(=C1)C#N)NC1=CC=C2C=CN(C2=C1)C(=O)OC(C)(C)C tert-butyl 6-((4-chloro-6-cyanopyridin-2-yl) amino)-1H-indole-1-carboxylate